5-(1-(3,5-dichloropyridin-4-yl)ethoxy)-N-(4-((R)-3-hydroxypyrrolidin-1-yl)phenyl)-1H-indazole-3-carboxamide ClC=1C=NC=C(C1C(C)OC=1C=C2C(=NNC2=CC1)C(=O)NC1=CC=C(C=C1)N1C[C@@H](CC1)O)Cl